tert-butyl 3-[6-(1-methylpyrazol-4-yl)pyrazolo[1,5-a]pyrazin-4-yl]oxyazetidine-1-carboxylate CN1N=CC(=C1)C=1N=C(C=2N(C1)N=CC2)OC2CN(C2)C(=O)OC(C)(C)C